ClC1=CC(=C(COC2=CC=CC(=N2)C2=CC(=C(C=3CCOC32)CC3=NC2=C(N3CC3(CC3)CF)C=C(C=C2)C(=O)OC)F)C=C1)F Methyl 2-((7-(6-((4-chloro-2-fluorobenzyl)oxy)pyridin-2-yl)-5-fluoro-2,3-dihydrobenzofuran-4-yl)methyl)-1-((1-(fluoromethyl)cyclopropyl)methyl)-1H-benzo[d]imidazole-6-carboxylate